CN1CC(C1)NC1=C2C(=NC(=C1)N)C=C(S2)C2=CC=NN2C2OCCCC2 N7-(1-methylazetidin-3-yl)-2-(1-(tetrahydro-2H-pyran-2-yl)-1H-pyrazol-5-yl)thieno[3,2-b]pyridine-5,7-diamine